C(#N)C1=CC(=C(C=C1)NS(=O)(=O)C1=CNC=C1C1=CCCC1)F N-(4-cyano-2-fluoro-phenyl)-4-(cyclopenten-1-yl)-1H-pyrrole-3-sulfonamide